2-bromo-3-methoxy-6-neopentylnaphthalene BrC1=CC2=CC=C(C=C2C=C1OC)CC(C)(C)C